(R)-3-[2-cyclopropylsulfonyl-6-(3-Methyl-1H-pyrrolo[2,3-b]pyridin-5-yl)-1,2,3,4-tetrahydroisoquinolin-8-yl]morpholine-4-carboxylic acid tert-butyl ester C(C)(C)(C)OC(=O)N1[C@@H](COCC1)C=1C=C(C=C2CCN(CC12)S(=O)(=O)C1CC1)C=1C=C2C(=NC1)NC=C2C